CN1N=NC(=C1)C1=CC=C(C(=O)N(C2=NC=CC3=CC=CC(=C23)C)[C@H]2CN(CCC2)C(=O)OC(C)(C)C)C=C1 tert-Butyl (R)-3-(4-(1-methyl-1H-1,2,3-triazol-4-yl)-N-(8-methylisoquinolin-1-yl)benzamido)piperidine-1-carboxylate